C(CO)(=O)O.CN(CCCNC(CCCCCCCCCCCCCCCCC)=O)C N-[3-(dimethylamino)propyl]stearamide glycolic acid salt